(1R)-1-[3-(2-methoxyethoxy)-5-(1-methylpyrazol-4-yl)phenyl]ethanamine hydrochloride salt Cl.COCCOC=1C=C(C=C(C1)C=1C=NN(C1)C)[C@@H](C)N